6-amino-3-(trifluoromethyl)quinoxaline-2-carboxylic acid ethyl ester C(C)OC(=O)C1=NC2=CC=C(C=C2N=C1C(F)(F)F)N